OC1=CC=C(C=C1)C1(CCCCC1)C1=CC=C(C=C1)O 1,1-di(4-hydroxyphenyl)-cyclohexane